cis-4-fluoro-N-(4-hydrazinocyclohexyl)-N-isopropyl-aniline FC1=CC=C(N(C(C)C)[C@@H]2CC[C@@H](CC2)NN)C=C1